6-(1,3-dioxoisoindolin-2-yl)naphthalene-1-sulfonyl chloride O=C1N(C(C2=CC=CC=C12)=O)C=1C=C2C=CC=C(C2=CC1)S(=O)(=O)Cl